tert-Butyl 4-tert-butoxy-2-{4-[5-chloro-2-(3-methyl-1,2,4-oxadiazol-5-yl)phenyl]-5-methoxy-2-oxopyridin-1(2H)-yl}butanoate C(C)(C)(C)OCCC(C(=O)OC(C)(C)C)N1C(C=C(C(=C1)OC)C1=C(C=CC(=C1)Cl)C1=NC(=NO1)C)=O